3-Methyl-6-[(4-methylphenyl)amino]-3H-naphtho[1,2,3-de]chinolin-2,7-dion CN1C(C=C2C=3C(=C(C=CC13)NC1=CC=C(C=C1)C)C(C1=CC=CC=C12)=O)=O